2,5-difluorophenylboronic acid pinacol ester FC1=C(C=C(C=C1)F)B1OC(C)(C)C(C)(C)O1